6-(3-{3-[(2-methoxypyridin-4-yl)sulfonyl]propanoyl}-3,8-diazabicyclo[3.2.1]octan-8-yl)pyridine-3-carbonitrile COC1=NC=CC(=C1)S(=O)(=O)CCC(=O)N1CC2CCC(C1)N2C2=CC=C(C=N2)C#N